(4-(2,2-difluoro-7-((5-methoxy-7-methyl-1H-indol-4-yl)methyl)-7-azaspiro[3.5]nonan-6-yl)benzoyl)-L-proline FC1(CC2(C1)CC(N(CC2)CC2=C1C=CNC1=C(C=C2OC)C)C2=CC=C(C(=O)N1[C@@H](CCC1)C(=O)O)C=C2)F